NCC(=O)N[C@@H](CCCNC(N)=N)C(=O)N[C@@H](CC(=O)O)C(=O)N1[C@@H](CCC1)C(=O)O glycyl-arginyl-aspartyl-proline